ClCCN1CC2(C1)CC(C2)O 2-(2-chloroethyl)-2-azaspiro[3.3]heptan-6-ol